C(C)(C)(C)C1=C(C(=CC(=C1)C)C(C)(C)C)O 2,6-di-(tert-butyl)-4-methylphenol